13-nitro-4,7,10,13,16,19-docosahexaenoic acid [N+](=O)([O-])C(CC=CCC=CCC=CCCC(=O)O)=CCC=CCC=CCC